2-(benzo[d]oxazol-2-ylsulfanyl)-N-(3,4-dihydroxybenzyl)acetamide O1C(=NC2=C1C=CC=C2)SCC(=O)NCC2=CC(=C(C=C2)O)O